1-bromo-4-(1,1-difluoropropyl)benzene BrC1=CC=C(C=C1)C(CC)(F)F